ClC=1N=C(NC1C=1C(=C(C(=O)OC)C=CC1F)C)C1=NC=C(C=C1)F Methyl 3-(4-chloro-2-(5-fluoropyridin-2-yl)-1H-imidazol-5-yl)-4-fluoro-2-methylbenzoate